N-((3R,4S)-1-(Cyclopropylsulfonyl)-3-fluoropiperidin-4-yl)-4-(1-(2,2-difluoroethyl)-1H-imidazol-4-yl)-5-(trifluoromethyl)pyrimidin-2-amine C1(CC1)S(=O)(=O)N1C[C@H]([C@H](CC1)NC1=NC=C(C(=N1)C=1N=CN(C1)CC(F)F)C(F)(F)F)F